(2-(methacryloxyoxy)ethyl)dimethyl-(3-sulfopropyl)ammonium hydroxide [OH-].C(C(=C)C)(=O)OOCC[N+](CCCS(=O)(=O)O)(C)C